ClC1=CC=C2C=C(C=NC2=C1)C(=O)N[C@H]1CC[C@@H](N(C1)C(=O)OC(C)(C)C)C=1OC(=NN1)OCCOC(F)(F)F tert-butyl (2R,5S)-5-(7-chloroquinoline-3-amido)-2-{5-[2-(trifluoromethoxy)ethoxy]-1,3,4-oxadiazol-2-yl}piperidine-1-carboxylate